C(C1=CC=CC=C1)SC1=CC(=CC(=C1)OCCCOC)Br benzyl-(3-bromo-5-(3-methoxypropoxy)phenyl)sulfane